C[Si](C=C[SiH2]C(NCCC[Si](C)(OCC)OCC)NCCC[Si](OCC)(OCC)C)(OCC)OCC 1-methyldiethoxysilyl-2-bis(methyldiethoxysilylpropylamino)methylsilylethylene